CC1(CC(=CC(C1)=O)NC1=CC=C(C=C1)C)C 5,5-dimethyl-3-(p-tolylamino)cyclohex-2-en-1-one